C(CCCCCCCCCCCCC)[N+](CCCS(=O)(=O)[O-])(C)C N-Tetradecyl-N,N-di-methyl-3-ammonio-1-propanesulfonate